C(C)OC(C#CC(F)(F)F)=O.NC1=NNC=2C1=NC(=CC2)C2=C(C=C(C=C2)S(=O)(=O)NC2CC(CC2)O)Cl 4-(3-amino-1H-pyrazolo[4,3-b]pyridin-5-yl)-3-chloro-N-(3-hydroxycyclopentyl)benzenesulfonamide ethyl-4,4,4-trifluoro-2-butynoate